racemic-3-((3-butyl-5-(4-fluorophenyl)-3-methyl-7-(methylthio)-1,1-dioxido-2,3,4,5-tetrahydro-1,5-benzothiazepin-8-yl)oxy)propanoic acid C(CCC)[C@]1(CS(C2=C(N(C1)C1=CC=C(C=C1)F)C=C(C(=C2)OCCC(=O)O)SC)(=O)=O)C |r|